(6-(difluoromethyl)naphthalen-1-yl)trimethylstannane FC(C=1C=C2C=CC=C(C2=CC1)[Sn](C)(C)C)F